S-Adenosyl-methionine [C@@H]1([C@H](O)[C@H](O)[C@@H](C[S+](CC[C@H](N)C(=O)O)C)O1)N1C=NC=2C(N)=NC=NC12